CN(C)[Sn](CCCC)(CCCC)N(C)C Bis(dimethylamino)dibutyl-tin